chromium tri(3,7-dimethyl-1-octyl) dithiophosphate P(=S)(SCCC(CCCC(C)C)C)(OCCC(CCCC(C)C)C)OCCC(CCCC(C)C)C.[Cr]